(R)-3-(4-(1-(5-(1-(((R)-1-(3-(Difluoromethyl)-2-fluorophenyl)ethyl)amino)-4-methylpyrido[3,4-d]pyridazin-7-yl)-2-fluorobenzoyl)piperidin-4-yl)phenyl)-3-methylpiperidine-2,6-dione FC(C=1C(=C(C=CC1)[C@@H](C)NC1=C2C(=C(N=N1)C)C=NC(=C2)C=2C=CC(=C(C(=O)N1CCC(CC1)C1=CC=C(C=C1)[C@@]1(C(NC(CC1)=O)=O)C)C2)F)F)F